C1OCC12CC(C2)NC2=NC=CC(=C2)CN2C(N(C(C2(C)C)=O)C2=CC=C(C=C2)C2(CC2)C(F)(F)F)=O 1-((2-((2-oxaspiro[3.3]heptan-6-yl)amino)pyridin-4-yl)methyl)-5,5-dimethyl-3-(4-(1-(trifluoromethyl)cyclopropyl)phenyl)imidazolidine-2,4-dione